C(=O)(O)OC(=O)OC(=O)O.C1(O)=CC(O)=CC(O)=C1 phloroglucinol tricarbonate